6-(4-Fluoro-3-methyl-phenyl)pyrazolo[4,3-b]pyridin FC1=C(C=C(C=C1)C=1C=C2C(=NC1)C=NN2)C